2,3-Dihydro-benzol C=1CCC=CC1